C[C@@]1([C@H](CC(=O)O1)O)C[C@](C)(CCCCCCCC/C=C/C=C/C2=CC=CC=C2)O The molecule is a butan-4-olide that is dihydrofuran-2(3H)-one substituted by a hydroxy group at position 4, a 2-hydroxy-2-methyl-14-phenyltetradeca-11,13-dien-1-yl group at position 5 and a methyl group at position 5 (the 4S,5S stereoisomer). It is isolated from the Australian marine sponge Plakinastrella clathrata. It has a role as a metabolite. It is a butan-4-olide and a diol.